(2R,4S)-N-((S)-1-(((R)-2-amino-6,7-dihydro-5H-cyclopenta[b]pyridin-5-yl)amino)-1-oxobutan-2-yl)-4-(4-fluorobenzyl)pyrrolidine-2-carboxamide NC1=CC=C2C(=N1)CC[C@H]2NC([C@H](CC)NC(=O)[C@@H]2NC[C@H](C2)CC2=CC=C(C=C2)F)=O